C1(CCC(N1NC(C1=CC=C(C=C1)C=O)=O)=O)=O N-succinimidyl-4-formylbenzamide